FC=1C=C(CN2C(C3=C(C=C(C=C3CC2)OC)OCCC(=C)C)=O)C=CC1 2-(3-Fluorobenzyl)-6-methoxy-8-isopentenyloxy-3,4-dihydroisoquinolin-1(2H)-one